2-ethyl-3-t-butylcarbonyloxypyridin-4-one C(C)C1=NC=CC(C1OC(=O)C(C)(C)C)=O